Cl.Cl.NC1CCN(CC1)C(=O)NC=1C(=NC=CN1)C(=O)NC1CC2=CC=CC=C2C1 3-(4-aminopiperidine-1-carboxamido)-N-(2,3-dihydro-1H-inden-2-yl)pyrazine-2-carboxamide dihydrochloride